NC1=NC=CC(=C1F)CC1=CN=CC(=N1)NC1=C(C=C(C=C1)Cl)F 6-[(2-amino-3-fluoro-4-pyridyl)methyl]-N-(4-chloro-2-fluoro-phenyl)pyrazin-2-amine